[Eu].[Zn].FC1=C(C=C(C(=O)NC=2N=CC3=CC=C(C=C3C2)C=2C=NN(C2)C)C=C1)S(=O)(=O)N1CCN(CC1)C 4-fluoro-N-(6-(1-methyl-1H-pyrazol-4-yl)isoquinolin-3-yl)-3-((4-methylpiperazin-1-yl)sulfonyl)benzamide Zinc-europium